tert-butyl 4-[[4-[1-(2,6-dioxo-3-piperidyl)-3-methyl-2-oxo-benzimidazol-5-yl]piperazin-1-yl]methyl]piperidine-1-carboxylate O=C1NC(CCC1N1C(N(C2=C1C=CC(=C2)N2CCN(CC2)CC2CCN(CC2)C(=O)OC(C)(C)C)C)=O)=O